alpha-trans-2,4,5-trimethoxy-1-propenylbenzene COC1=C(C=C(C(=C1)OC)OC)\C=C\C